C(C=C)(=O)N1C[C@@H](N(CC1)C1=NC(N2C3=C(C(=C(C=C13)Cl)C=1C=CC=C3C=NN(C13)C)SCC2)=O)C 7-((S)-4-acryloyl-2-methylpiperazin-1-yl)-9-chloro-10-(1-methyl-1H-indazol-7-yl)-2,3-dihydro-5H-[1,4]thiazino[2,3,4-ij]quinazolin-5-one